2-Fluoro-5-(1-methylpyrazol-3-yl)-4-(trifluoromethyl)benzamide FC1=C(C(=O)N)C=C(C(=C1)C(F)(F)F)C1=NN(C=C1)C